6-fluoro-3-(1-{4-[2-(1-methyl-piperidin-4-yl)-ethoxy]-phenyl}-1H-[1,2,3]triazol-4-yl)-1H-quinolin-2-one FC=1C=C2C=C(C(NC2=CC1)=O)C=1N=NN(C1)C1=CC=C(C=C1)OCCC1CCN(CC1)C